2-[4-(2-fluoroethylsulfanyl)-2,5-dimethoxyphenyl]ethylamine FCCSC1=CC(=C(C=C1OC)CCN)OC